(1-methyl-1H-indazol-7-yl)acetamide CN1N=CC2=CC=CC(=C12)CC(=O)N